(E,Z)-3,6-nonadien-1-ol C(C\C=C\C\C=C/CC)O